2-fluoro-3-methoxy-6-(3-methyl-1,2,4-triazol-1-yl)benzoic acid methyl ester COC(C1=C(C(=CC=C1N1N=C(N=C1)C)OC)F)=O